CN1C(N(C(C1)=O)C=1C=NC(=CC1)N[C@@H]1C[C@H](CC1)NC1=NOC(=N1)C1(CC1)C)=O 1-methyl-3-(6-(((1S,3S)-3-((5-(1-methylcyclopropyl)-1,2,4-oxadiazol-3-yl)amino)cyclopentyl)amino)pyridin-3-yl)imidazolidine-2,4-dione